C(CC)C=1OCCCN1 2-propyl-5,6-dihydro-4H-1,3-oxazine